N1CC(CCC1)NC1=NC=C(C(=N1)C=1C=C(NC1)C(=O)NC=1SC=CN1)C(F)(F)F 4-{2-[(piperidin-3-yl)amino]-5-(trifluoromethyl)pyrimidin-4-yl}-N-(1,3-thiazol-2-yl)-1H-pyrrole-2-carboxamide